ClC1=CC(=C(COC2=CC=CC(=N2)C2=CC(=C(CC3=NC4=C(N3[C@@H]3COCC3(C)C)C=C(C=C4)C(=O)O)C(=C2)F)F)C=C1)F (S)-2-(4-(6-((4-chloro-2-fluorobenzyl)oxy)pyridin-2-yl)-2,6-difluorobenzyl)-1-(4,4-dimethyltetrahydrofuran-3-yl)-1H-benzo[d]imidazole-6-carboxylic acid